C1(CC1)C=1C(=NC(=NC1)NC1=CC(=CC=C1)CN1CCOCC1)NCCCNC(=O)C1CCC1 N-{3-[(5-Cyclopropyl-2-{[3-(Morpholin-4-Ylmethyl)phenyl]amino}pyrimidin-4-Yl)amino]propyl}cyclobutanecarboxamide